N-phenyl-dioxazine C1(=CC=CC=C1)N1OOC=CC1